(2R,3R)-2,3-Difluoro-N-(2-(methylamino)-4-((4-(trifluoromethyl)benzyl)amino)phenyl)heptanamid F[C@H](C(=O)NC1=C(C=C(C=C1)NCC1=CC=C(C=C1)C(F)(F)F)NC)[C@@H](CCCC)F